[2-(2-aminoethoxy)ethyl]carbamic acid tert-butyl ester C(C)(C)(C)OC(NCCOCCN)=O